4-((2-methoxy-4-nitrophenoxy)methyl)-1-methyl-1H-pyrazole COC1=C(OCC=2C=NN(C2)C)C=CC(=C1)[N+](=O)[O-]